2-fluoro-4,5-bis(trifluoromethyl)-phenylacetic acid FC1=C(C=C(C(=C1)C(F)(F)F)C(F)(F)F)CC(=O)O